BrC1=C(C=CC(=C1)Cl)OC(F)F 2-bromo-4-chloro-1-difluoromethoxybenzene